BrCCOC1=CC=C(C[C@H](N)C(=O)O)C=C1 O-(2-Bromoethyl)-L-tyrosine